(1S,2S)-2-[5-(2',6'-dichloro-biphenyl-3-ylmethoxy)-pyridin-2-yl]Cyclopropanecarboxylic acid ClC1=C(C(=CC=C1)Cl)C1=CC(=CC=C1)COC=1C=CC(=NC1)[C@@H]1[C@H](C1)C(=O)O